CCN1C[C@@]2(CC[C@@H]([C@@]34[C@@H]2[C@H]([C@@H](C31)[C@]5(C[C@@H]([C@H]6C[C@@H]4[C@@H]5[C@H]6OC(=O)C7=CC=C(C=C7)OC)OC)OC(=O)C)OC)OC)COC The molecule is a diterpene alkaloid with formula C35H49NO9 that is isolated from several Aconitum species. It has a role as a plant metabolite, a human urinary metabolite and a xenobiotic. It is an acetate ester, a bridged compound, a diterpene alkaloid, an organic heteropolycyclic compound, a polyether, a tertiary amino compound, a benzoate ester and an aromatic ether. It derives from a hydride of an aconitane.